N1C=C(C2=CC=CC=C12)C(C(=O)N)=O 2-(1H-indol-3-yl)-2-oxo-acetamide